NC1=NC=NN2C1=CC=C2[C@]2([C@@H]([C@@H]1O[Si](OC[C@H]1O2)(C(C)(C)C)C(C)(C)C)O)C#N (4aR,6R,7R,7aS)-6-(4-aminopyrrolo[2,1-f][1,2,4]triazin-7-yl)-2,2-di-tert-butyl-7-hydroxytetrahydro-4H-furo[3,2-d][1,3,2]dioxasiline-6-carbonitrile